3-(1-(5-(4,4-difluoropiperidine-1-carbonyl)pyridin-2-yl)-1H-indazol-5-yl)oxazolidin-2-one FC1(CCN(CC1)C(=O)C=1C=CC(=NC1)N1N=CC2=CC(=CC=C12)N1C(OCC1)=O)F